6-(5-(difluoromethyl)pyridin-3-yl)-4,6-diazaspiro[2.4]heptane-5,7-dione FC(C=1C=C(C=NC1)N1C(NC2(CC2)C1=O)=O)F